4-chloro-7-cyclopropyl-7H-pyrrolo[2,3-d]pyrimidine ClC=1C2=C(N=CN1)N(C=C2)C2CC2